2-(((1r,4r)-4-((6-(1H-imidazol-1-yl)-1-methyl-2-oxo-1,2-dihydroquinolin-4-yl)amino)cyclohexyl)oxy)-N,N-dimethylacetamide N1(C=NC=C1)C=1C=C2C(=CC(N(C2=CC1)C)=O)NC1CCC(CC1)OCC(=O)N(C)C